sodium triphenylphosphine C1(=CC=CC=C1)P(C1=CC=CC=C1)C1=CC=CC=C1.[Na]